ClC1=CC=C(C=C1)[C@@H]1N2C(COC1)=NN=C2C=2C=C1C(=NNC1=CC2)C (S)-5-(4-chlorophenyl)-3-(3-methyl-1H-indazol-5-yl)-5,6-dihydro-8H-[1,2,4]triazolo[3,4-c][1,4]oxazine